FC(C1=C(C=NN1)C1=NC=CC2=C1CCN2C(=O)[C@H]2N(CCC2)C#N)(F)F (S)-2-(4-(5-(trifluoromethyl)-1H-pyrazol-4-yl)-2,3-dihydro-1H-pyrrolo[3,2-c]pyridine-1-carbonyl)pyrrolidine-1-carbonitrile